(4R,5R)-5-(benzyloxy)-1,2-dithian-4-yl (3-chlorophenyl) ((((2R,3S,5R)-5-(2-amino-6-mercapto-9H-purin-9-yl)-3-hydroxytetrahydrofuran-2-yl)methoxy)methyl)phosphonate NC1=NC(=C2N=CN(C2=N1)[C@H]1C[C@@H]([C@H](O1)COCP(O[C@H]1CSSC[C@@H]1OCC1=CC=CC=C1)(OC1=CC(=CC=C1)Cl)=O)O)S